ClC=1C(=NC2=CC=CC=C2C1)C1=CC=C(C(=O)N)C=C1 4-(chloroquinolin-2-yl)-benzamide